5-bromo-1-chlorobenzo[h]Isoquinoline-8-carboxylic acid BrC1=C2C=CN=C(C2=C2C(=C1)C=C(C=C2)C(=O)O)Cl